methyl (S)-7-acrylamido-1,2,3-trimethoxy-9-oxo-5,6,7,9-tetrahydrobenzo[a]heptalen-10-carboxylate C(C=C)(=O)N[C@H]1CCC2=C(C3=CC=C(C(C=C13)=O)C(=O)OC)C(=C(C(=C2)OC)OC)OC